1-(6-bromo-8-fluoro-3-(prop-1-en-2-yl)imidazo[1,2-a]pyridin-2-yl)ethan-1-one BrC=1C=C(C=2N(C1)C(=C(N2)C(C)=O)C(=C)C)F